COC([C@@H](COC1=CC=C(C=C1)Br)O)=O (R)-3-(4-bromophenoxy)-2-hydroxypropionic acid methyl ester